C(C)(C)(C)OC(=O)N1[C@@H](CC(CC1)(O)C1=C(C=C2C(=NN(C2=C1)C)N1C(NC(CC1)=O)=O)F)C (2R)-4-(3-(2,4-dioxotetrahydropyrimidin-1(2H)-yl)-5-fluoro-1-methyl-1H-indazol-6-yl)-4-hydroxy-2-methylpiperidine-1-carboxylic acid tert-butyl ester